(2-bromovinyl)(3-nitrophenyl)sulfane BrC=CSC1=CC(=CC=C1)[N+](=O)[O-]